tetrapropoxy silicate [Si](OOCCC)(OOCCC)(OOCCC)OOCCC